5-Fluoro-2,2-dimethyl-4a-(p-tolyl)-1,2,4,4a-tetrahydro-3H-pyrimido[1,2-a]quinolin-3-one FC=1C2(N(C3=CC=CC=C3C1)CC(C(N2)=O)(C)C)C2=CC=C(C=C2)C